FC(C=1OC(=CC1C(=O)NC1=NC(=NS1)CC(C)O)C1=CC(=CC=C1)OC)(F)F 2-(trifluoromethyl)-5-(3-methoxyphenyl)-N-(3-(2-hydroxypropyl)-1,2,4-thiadiazol-5-yl)furan-3-carboxamide